CN1C(=NC=C1)[C@H](C=1C=C(C=CC1)N1C(C2=CC(=CC(=C2C1)C(F)(F)F)CNC1(CCC1)C)=O)C1COC1 (S)-2-(3-((1-methyl-1H-imidazol-2-yl)(oxetan-3-yl)methyl)phenyl)-6-(((1-methylcyclobutyl)amino)methyl)-4-(trifluoromethyl)isoindolin-1-one